NC(CNC(=O)C=1N(C=C(C1)NC(=O)C=1N(C=C(C1)[N+](=O)[O-])C)C)=N N-(2-amino-2-iminoethyl)-1-methyl-4-(1-methyl-4-nitro-1H-pyrrole-2-carboxamido)-1H-pyrrole-2-carboxamide